(1S)-1-(6-(2-methyl-2H-pyrazolo[3,4-b]pyridin-5-yl)thieno[2,3-b]pyridin-2-yl)-1-propanol CN1N=C2N=CC(=CC2=C1)C1=CC=C2C(=N1)SC(=C2)[C@H](CC)O